CN(C=1C=NN(C1)C12CC(C1)(C2)NC(OC(C)(C)C)=O)[C@H](COC(F)(F)F)C tert-butyl [3-(4-{methyl[(2S)-1-(trifluoromethoxy)propan-2-yl]amino}-1H-pyrazol-1-yl)bicyclo[1.1.1]pentan-1-yl]carbamate